(tert-Butoxycarbonylamino)-3-[(2-methylpyrazol-3-yl)methyl]azetidine-1-carboxylic acid tert-butyl ester C(C)(C)(C)OC(=O)N1C(C(C1)CC=1N(N=CC1)C)NC(=O)OC(C)(C)C